CC(/C=C(/C(=O)NC1=CC=C(C=C1)C)\C1=CC=CC=C1)(C)C (E)-4,4-dimethyl-2-phenyl-N-(p-tolyl)pent-2-enamide